[Cl-].[Cl-].C[SiH](C)[Ti](NC1CCCCC1)(C1(C(=C(C(=C1)C)C)C)C)C1(C(=C(C(=C1)C)C)C)C dimethylsilyldi(tetramethylcyclopentadienyl)(cyclohexylamino)titanium dichloride